ClC(CCCCCCCCCC)[Si](OC)(OC)OC 1-chloroundecyltrimethoxysilane